((1s,4s)-4-(methylsulfonyl)cyclohexyl)carbamic acid tert-butyl ester C(C)(C)(C)OC(NC1CCC(CC1)S(=O)(=O)C)=O